COC(=O)C1(CC(N(CC1)CC1=C(C(=CC=C1)Cl)F)C)CC1=NC(=CC=C1F)NC=1SC=CN1 1-(3-chloro-2-fluorobenzyl)-4-((3-fluoro-6-(thiazol-2-ylamino)pyridin-2-yl)methyl)-2-methylpiperidine-4-carboxylic acid methyl ester